8-[(2S,5R)-4-[(4-fluorophenyl)(1-methyl-1H-imidazol-4-yl)methyl]-2,5-dimethylpiperazin-1-yl]-5-methyl-6-oxo-5,6-dihydro-1,5-naphthyridine-2,7-dicarbonitrile FC1=CC=C(C=C1)C(N1C[C@@H](N(C[C@H]1C)C1=C(C(N(C=2C=CC(=NC12)C#N)C)=O)C#N)C)C=1N=CN(C1)C